(3S)-3-[({4-[7-(aminocarbonyl)-2H-indazole-2-yl]phenyl}amino)carbonyl]-1-methylpyrrolidinium NC(=O)C1=CC=CC2=CN(N=C12)C1=CC=C(C=C1)NC(=O)[C@@H]1C[NH+](CC1)C